C(C)N(C(=O)N[C@H](C(F)(F)F)C=C)[C@H](C)C1=CC(=CC=C1)C=1N=C(C=2N(C1)C=CN2)OC 1-ethyl-1-((R)-1-(3-(8-methoxyimidazo[1,2-a]pyrazin-6-yl)phenyl)ethyl)-3-((S)-1,1,1-trifluorobut-3-en-2-yl)urea